The molecule is an organic cation obtained by protonation of the tertiary amino function of N-allyl-6-chloro-1-(3-methylphenyl)-2,3,4,5-tetrahydro-3-benzazepinium-7,8-diol. It is an ammonium ion derivative and an organic cation. It is a conjugate base of a N-allyl-6-chloro-1-(3-methylphenyl)-2,3,4,5-tetrahydro-3-benzazepinium-7,8-diol. CC1=CC(=CC=C1)C2C[NH+](CCC3=C(C(=C(C=C23)O)O)Cl)CC=C